7-((E)-4-Chlorostyryl)-4-aza-7,9-dideazaadenosine ClC1=CC=C(/C=C/C=2C=C([C@H]3[C@H](O)[C@H](O)[C@@H](CO)O3)N3N=CN=C(C23)N)C=C1